dimethyl-ammonium chloride methyl-N5-methyl-N5-pentyl-L-glutaminate hydrochloride Cl.COC([C@@H](N)CCC(N(CCCCC)C)=O)=O.[Cl-].C[NH2+]C